3-Amino-6-cyclopentyloxy-4-(7-fluoro-1H-indazol-4-yl)-1H-1,7-phenanthrolin-2-one NC=1C(NC2=C3C=CC=NC3=C(C=C2C1C1=C2C=NNC2=C(C=C1)F)OC1CCCC1)=O